5-(1-(trifluoromethyl)cyclopropyl)isoxazol-3-amine FC(C1(CC1)C1=CC(=NO1)N)(F)F